2-((6-chloro-5-(4'-((4-(2-(2-hydroxyethoxy)ethyl)piperazin-1-yl)methyl)-[1,1'-biphenyl]-4-yl)-1H-imidazo[4,5-b]pyridin-2-yl)thio)acetic acid ClC=1C=C2C(=NC1C1=CC=C(C=C1)C1=CC=C(C=C1)CN1CCN(CC1)CCOCCO)N=C(N2)SCC(=O)O